2,2,2-trifluoroethyl 2-oxo-2-[rac-(2R,5S)-2-(3-chlorophenyl)-5-methyl-1-piperidyl]acetate 2,2,2-trifluoroethyl-2-chloro-2-oxo-acetate FC(COC(C(=O)Cl)=O)(F)F.O=C(C(=O)OCC(F)(F)F)N1[C@H](CC[C@@H](C1)C)C1=CC(=CC=C1)Cl |r|